2-methoxy-1-((2-phenethyloxy-2-phenylvinyl)oxy)-4-propylbenzene COC1=C(C=CC(=C1)CCC)OC=C(C1=CC=CC=C1)OCCC1=CC=CC=C1